N1N=CN=C1.[Na] sodium 1,2,4-triazole salt